Cl.C1(CCCCC1)N=C=NC1CCCCC1 1,3-dicyclohexyl-carbodiimide hydrochloride